[Na].ClC1=C2C(=C(C(N(C2=CC=C1)C)=O)C(=O)NC1=CC=CC=C1)O 5-chloro-4-hydroxy-1-methyl-2-oxo-N-phenyl-quinoline-3-carboxamide sodium salt